COC(C1=C(C=CC(=C1)F)OCC(CNC(=O)OC(C)(C)C)(C)C)=O.O1C(OCC1)C=1SC=C(N1)CCCC1=NC=2NCCCC2C=C1 2-(1,3-dioxolan-2-yl)-4-(3-(5,6,7,8-tetrahydro-1,8-naphthyridin-2-yl)propyl)thiazole methyl-2-(3-((tert-butoxycarbonyl)amino)-2,2-dimethylpropoxy)-5-fluorobenzoate